C(=C\CCC=C)/[C@H]1COC2(O1)CCCCC2 (2S,3S)-3-((E)-hexa-1,5-dien-1-yl)-1,4-dioxaspiro[4.5]decan